COC(=O)[C@H]1[C@H]2CC[C@@H](CN1C(=O)OC(C)(C)C)N2CC2=CC=CC=C2 (1R,2R,5S)-8-benzyl-3,8-diazabicyclo[3.2.1]octane-2,3-dicarboxylic acid 3-(tert-butyl) 2-methyl ester